N-(2-chloro-5-(4-((1-(2-hydroxy-phenyl)ethyl)amino)-quinazolin-6-yl)-pyridin-3-yl)meth-anesulfonamide ClC1=NC=C(C=C1NS(=O)(=O)C)C=1C=C2C(=NC=NC2=CC1)NC(C)C1=C(C=CC=C1)O